CC1=CC=CC(=C1)CCCCCN 2-methyl-4-(aminopentyl)benzene